C(C)OC(=O)C1=COC2=C1C=C(C=C2OC[C@@H]2OCCC2)Br (R)-5-bromo-7-((tetrahydrofuran-2-yl)methoxy)benzofuran-3-carboxylic acid ethyl ester